5-(5-cyano-1-Oxoisoindolin-2-yl)-2-(piperidin-1-yl)-N-(p-tolyl)benzamide C(#N)C=1C=C2CN(C(C2=CC1)=O)C=1C=CC(=C(C(=O)NC2=CC=C(C=C2)C)C1)N1CCCCC1